The molecule is a member of pyrroles, a member of monochlorobenzenes, a monocarboxylic acid and an aromatic ketone. It has a role as a non-steroidal anti-inflammatory drug and a cardiovascular drug. It derives from an acetic acid. CC1=C(N(C(=C1)CC(=O)O)C)C(=O)C2=CC=C(C=C2)Cl